OC=1C=C(C(=O)N[C@@H](C(=O)N[C@H]2[C@H]3SC([C@@H](N3C2=O)C(=O)O)(C)C)C2=CC=C(C=C2)O)C=CC1O (2s,5R,6R)-6-((R)-2-(3,4-dihydroxybenzamido)-2-(4-hydroxyphenyl)acetamido)-3,3-dimethyl-7-oxo-4-thia-1-azabicyclo[3.2.0]heptane-2-carboxylic acid